S1C=2N(C=NC1)N=CC(N2)=O 8h-[1,2,4]triazino[3,2-b][1,3,5]thiadiazin-8-one